2-(2-chlorophenyl)-2-(4-(difluoromethyl)pyridin-2-yl)-N-(methylcarbamoyl)acetamide ClC1=C(C=CC=C1)C(C(=O)NC(NC)=O)C1=NC=CC(=C1)C(F)F